O[C@H]1C[C@H](N(C1)C(=O)OC(C)(C)C)C(N[C@@H](C)C1=CC=C(C=C1)C1=C(N=CS1)C)=O tert-butyl (2S,4S)-4-hydroxy-2-(((S)-1-(4-(4-methylthiazol-5-yl)phenyl)ethyl)carbamoyl)pyrrolidine-1-carboxylate